FC1=C(C=C(CC2=NNC(C3=CC=CC=C23)=O)C=C1)C(=O)N1CCN(CC1)C1=CC=C(C=C1)NC1=NC=C2C(=N1)N(N(C2=O)C)C2=NC=CC=C2 4-{4-Fluoro-3-[(4-{4-[(2-methyl-3-oxo-1-pyridin-2-yl-2,3-dihydro-1H-pyrazolo[3,4-d]pyrimidin-6-yl)amino]phenyl}piperazin-1-yl)carbonyl]benzyl}phthalazin-1(2H)-one